FC1=CC(=CC2=C1CN([C@H](CO2)C)C(=O)C2(COC2)COC)C2=NOC(=N2)C(F)(F)F (3S)-6-fluoro-4-{[3-(methoxymethyl)oxetan-3-yl]carbonyl}-3-methyl-8-[5-(trifluoromethyl)-1,2,4-oxadiazol-3-yl]-3,5-dihydro-2H-1,4-benzoxazepine